1,4-diphenylphosphinobutane C1(=CC=CC=C1)PCCCCPC1=CC=CC=C1